1,1,1-tri-(4-hydroxy-phenyl)-ethane OC1=CC=C(C=C1)C(C)(C1=CC=C(C=C1)O)C1=CC=C(C=C1)O